C(C)(C)(C)[Si](C)(C)OCCC1=CC=C(C=C1)CCl t-butyl-[2-[4-(chloromethyl)phenyl]ethoxy]-dimethyl-silane